N-((R)-1-(4-((dimethylamino)methyl)phenyl)-2,2,2-trifluoroethyl)-2-(2,6-dioxopiperidin-3-yl)-1-oxoisoindoline-5-carboxamide CN(C)CC1=CC=C(C=C1)[C@H](C(F)(F)F)NC(=O)C=1C=C2CN(C(C2=CC1)=O)C1C(NC(CC1)=O)=O